ClC1=C(OCC(CC(=O)O)C)C=CC=C1C=1N(C2=NC=NC(=C2N1)OC1(CC1)C)CC1=C(C=CC(=C1)F)OC 4-(2-chloro-3-(9-(5-fluoro-2-methoxybenzyl)-6-(1-methylcyclopropoxy)-9H-purin-8-yl)phenoxy)-3-methylbutanoic acid